C(C#C)NCC(=O)[O-] Prop-2-yn-1-ylglycinat